dimethyl-aminoglycine CC(NN)(C(=O)O)C